C(=CCC)OP1(=NP(=NP(=N1)(OC=CCC)F)(F)F)F 2,4-bis-butenyloxytetrafluoro-cyclotriphosphazene